C1C(CC12CNCC2)CNC=2C=CC=1N(N2)C(=CN1)C1=CC(=CC=C1)C(F)(F)F N-(6-azaspiro[3.4]octan-2-ylmethyl)-3-(3-(trifluoromethyl)phenyl)imidazo[1,2-b]pyridazin-6-amine